2-chloro-4-((2-fluoro-6-(1-methoxyethyl)phenyl)amino)pyrimidine-5-carbonitrile ClC1=NC=C(C(=N1)NC1=C(C=CC=C1C(C)OC)F)C#N